amino-5-bromo-3,4-dihydroisoquinolin-1(2H)-one NN1C(C2=CC=CC(=C2CC1)Br)=O